(3R,4R)-1-cyclohexyl-4-{[5-(4-fluoro-phenyl)-isoxazole-3-carbonyl]-amino}-piperidine-3-carboxylic acid dimethylamide CN(C(=O)[C@@H]1CN(CC[C@H]1NC(=O)C1=NOC(=C1)C1=CC=C(C=C1)F)C1CCCCC1)C